N-[2-[(4-cyano-2-formyl-2,3-dihydro-1H-inden-5-yl)oxy]ethyl]methanesulfonamide C(#N)C1=C2CC(CC2=CC=C1OCCNS(=O)(=O)C)C=O